ClC1=C(C(=O)N(C)C)C=C(C(=C1)NC1CN(C1)C1CCN(CC1)C([C@@](C(F)(F)F)(C1=CC=CC=C1)O)=O)[N+](=O)[O-] (R)-2-chloro-N,N-dimethyl-5-nitro-4-(1-(1-(3,3,3-trifluoro-2-hydroxy-2-phenylpropanoyl)piperidin-4-yl)azetidin-3-ylamino)benzamide